3-(1-pyrrolidinyl)propyl(diethoxy)methylsilane Methyl-3-((5-phenyl-1,3,4-oxadiazol-2-yl)amino)benzoate COC(C1=CC(=CC=C1)NC=1OC(=NN1)C1=CC=CC=C1)=O.N1(CCCC1)CCC[SiH2]C(OCC)OCC